5-[(4-methoxyphenyl)methoxy]-3-methyl-7-morpholino-quinazolin-4-one COC1=CC=C(C=C1)COC1=C2C(N(C=NC2=CC(=C1)N1CCOCC1)C)=O